1,3-ditertButyl-1H-benzimidazolium bicarbonate C([O-])(O)=O.C(C)(C)(C)[NH+]1CN(C2=C1C=CC=C2)C(C)(C)C